C(C)(C)(C)OC([C@@H](CC=1C=CC2=C(C(=CO2)C/C=N/O)C1)[C@@H]1CN(CC1)C(=O)OC(C)(C)C)=O Tert-butyl (R)-3-((S)-1-(tert-butoxy)-3-(3-((E)-2-(hydroxyimino)ethyl)benzofuran-5-yl)-1-oxopropan-2-yl)pyrrolidine-1-carboxylate